C1(CC1)C(C1=CC=C(C=N1)N1CC=2C(=NC=CC2C1=O)C1=C(C=CC=C1)OCC(F)(F)F)O {6-[cyclopropyl(hydroxy)methyl]pyridin-3-yl}-4-[2-(2,2,2-trifluoroethoxy)phenyl]-2,3-dihydro-1H-pyrrolo[3,4-c]pyridin-1-one